FC1=C(C(=CC=C1)F)N1CCC(CC1)C1=NNC=2CCCCC12 3-[1-(2,6-difluorophenyl)piperidin-4-yl]-4,5,6,7-tetrahydro-1H-indazol